benzyl (5-ethyl-4-(4-formylpiperidin-1-yl)-2-methoxyphenyl)carbamate C(C)C=1C(=CC(=C(C1)NC(OCC1=CC=CC=C1)=O)OC)N1CCC(CC1)C=O